COC=1C=C2C(NC(=NC2=C2C1OC(C2)(C)C)C)=O 6-methoxy-2,8,8-trimethyl-8,9-dihydrofuro[2,3-h]quinazolin-4(3H)-one